Cl.Cl.FC(CCOCC1CN(CCC1)C1CCNCC1)C 3-[(3-fluorobutoxy)methyl]1,4'-bipiperidine dihydrochloride